3-((3-(piperidin-4-yl)phenyl)amino)piperidine N1CCC(CC1)C=1C=C(C=CC1)NC1CNCCC1